6-(((5-(4-(2-(difluoromethoxy)-6-fluorophenyl)-6-methylpyridine-3-carboxamido)-1,3,4-thiadiazol-2-yl)oxy)methyl)pyridine-3-carboxylic acid methyl ester COC(=O)C=1C=NC(=CC1)COC=1SC(=NN1)NC(=O)C=1C=NC(=CC1C1=C(C=CC=C1F)OC(F)F)C